C(C)(=O)C=1C=C(C=CC1)NC(=O)NC=1C=C2C(N(C(N(C2=CC1)CCN1CCCCC1)=O)C1CCN(CC1)C)=O 1-(3-Acetylphenyl)-3-(3-(1-methylpiperidin-4-yl)-2,4-dioxo-1-(2-(piperidin-1-yl)ethyl)-1,2,3,4-tetrahydroquinazolin-6-yl)urea